5-(5-chloroindolizine-2-carbonyl)-N-{1-[(difluoromethoxy)methyl]cyclopropyl}-N-methyl-4H,5H,6H,7H-pyrazolo[1,5-a]pyrazine-3-carboxamide ClC=1N2C=C(C=C2C=CC1)C(=O)N1CC=2N(CC1)N=CC2C(=O)N(C)C2(CC2)COC(F)F